5-(pentafluoroethyl)-1,3-thiazol-2-amine FC(C(F)(F)F)(C1=CN=C(S1)N)F